tert-butyl 3-((4-amino-2-chloroquinolin-6-yl) oxy)-2-hydroxypropionate NC1=CC(=NC2=CC=C(C=C12)OCC(C(=O)OC(C)(C)C)O)Cl